C(C)N(S(=O)=O)CC1=CSC2=C1N=C(N=C2N2[C@@H](COCC2)C)C2=C1C(=NC=C2)NC=C1 (R)-N-ethyl-N-(4-(3-methylmorpholino)-2-(1H-pyrrolo[2,3-b]pyridin-4-yl)thieno[3,2-d]pyrimidin-7-yl)methylsulfonamide